BrCCOC=1C=C(C2=C(N(C(N2C2CC(C2)(C)O)=O)C)C1)C(F)(F)F 6-(2-bromoethoxy)-3-((cis)-3-hydroxy-3-methylcyclobutyl)-1-methyl-4-(trifluoromethyl)-1,3-dihydro-2H-benzo[d]imidazol-2-one